METHYLENEDIOXYANILINE C1OC2=C(O1)C=C(C=C2)N